BrC1=C(C=CC2=C1N=CS2)OC(F)(F)F 4-bromo-5-(trifluoromethoxy)benzo[d]thiazole